(R)-3-amino-4-cyclopropyl-6-(3-(3-(3-hydroxy-1-methyl-2-oxopyrrolidin-3-yl)isoxazol-5-yl)phenyl)picolinamide NC=1C(=NC(=CC1C1CC1)C1=CC(=CC=C1)C1=CC(=NO1)[C@]1(C(N(CC1)C)=O)O)C(=O)N